5-morpholin-4-ylpyridin N1(CCOCC1)C=1C=CC=NC1